FC(C=1C=C2C(=CC1)NC(C21CCN(CC1)CCOC=1C=C2C(=NC1)N(C=C2)C2CC(C2)(C)O)=O)F 5-(difluoromethyl)-1'-[2-({1-[3-hydroxy-3-methylcyclobutyl]-1H-pyrrolo[2,3-b]pyridin-5-yl}oxy)ethyl]-1,2-dihydrospiro[indole-3,4'-piperidin]-2-one